(4S,5R)-1-(7,8-dihydrofuro[3,2-e][1,3]benzothiazol-2-yl)-4-methyl-5-[(morpholin-4-yl)methyl]imidazolidin-2-one N1=C(SC2=C1C1=C(C=C2)OCC1)N1C(N[C@H]([C@H]1CN1CCOCC1)C)=O